2,3,4-trifluoro-5-nitrophenol FC1=C(C=C(C(=C1F)F)[N+](=O)[O-])O